4-((1-(methylsulfonyl)indolin-7-yl)amino)pyrimidine-5-carbonitrile CS(=O)(=O)N1CCC2=CC=CC(=C12)NC1=NC=NC=C1C#N